(R)-1-(3-(Difluoromethyl)-2-fluoro-5-nitrophenyl)ethan-1-amine FC(C=1C(=C(C=C(C1)[N+](=O)[O-])[C@@H](C)N)F)F